6-fluoro-7-(1,3,4-oxadiazol-2-yl)quinolin-2(1H)-one FC=1C=C2C=CC(NC2=CC1C=1OC=NN1)=O